NN1C(=NC(=C1C(=O)OCC)C1=CC=C(C=C1)C(NC1=NC=CC(=C1)CC)=O)[C@H]1N(CCC1)C(=O)OC(C)(C)C (S)-ethyl 1-amino-2-(1-(tert-butoxycarbonyl)pyrrolidin-2-yl)-4-(4-((4-ethylpyridin-2-yl)carbamoyl)phenyl)-1H-imidazole-5-carboxylate